CC1=CN=C2N(N=C(C(=C2)C)N2CC=3C=C(C=NC3CC2)C=2C=NC(=CC2)C)C1=O 3,8-dimethyl-7-(3-(6-methylpyridin-3-yl)-7,8-dihydro-1,6-naphthyridin-6(5H)-yl)-4H-pyrimido[1,2-b]pyridazin-4-one